C1(CC1)N1N=CC(=C1)C#CC=1C=NC=C(C(=O)O)C1 5-((1-cyclopropyl-1H-pyrazol-4-yl)ethynyl)nicotinic acid